O1[C@@H](CC1)CN1C(NC2=NC=C(C=C21)C2=CC(=CC=C2)C(F)(F)F)=O (S)-1-(oxetan-2-ylmethyl)-6-[3-(trifluoromethyl)phenyl]-3H-imidazo[4,5-b]Pyridin-2-one